8-(4-(2-morpholinylethoxy)pyridin-2-yl)-N2-(4-morpholinylphenyl)pyrido[3,4-d]pyrimidine-2,4-diamine N1(CCOCC1)CCOC1=CC(=NC=C1)C1=NC=CC2=C1N=C(N=C2N)NC2=CC=C(C=C2)N2CCOCC2